Cl.C1=2[C@H]3CCNC[C@@H]3COC2C=CC=C1 (2S,7R)-9-Oxa-5-azatricyclo[8.4.0.02,7]tetradeca-1(10),11,13-triene hydrochloride